COC=C1CC2(CN(C2)C(=O)OC(C)(C)C)C1 tert-butyl 6-(methoxymethylene)-2-azaspiro[3.3]heptane-2-carboxylate